C(C)(C)(C)C=1C(NCCC1N)=O tert-butyl-4-amino-2-oxo-5,6-dihydropyridine